C(C)C1=CN=C2N1C=C(C=N2)C=2C=CN1N=C(N=CC12)NC1CCOCC1 5-(3-ethylimidazo[1,2-a]pyrimidin-6-yl)-N-(tetrahydro-2H-pyran-4-yl)pyrrolo[2,1-f][1,2,4]triazin-2-amine